N(=O)SCC(=O)[O-] S-nitrosothioglycolate